CN1C2=C(OC[C@@H](C1=O)NC(=O)C1=NN3C(C=CC=C3C(F)(F)F)=N1)C=CC=C2 (S)-N-(5-methyl-4-oxo-2,3,4,5-tetrahydrobenzo[b][1,4]oxazepin-3-yl)-5-(trifluoromethyl)-[1,2,4]triazolo[1,5-a]pyridine-2-carboxamide